N-[(2E)-3-(2-chlorobenzenesulfonyl)prop-2-en-1-yl]-2-oxo-5-phenyl-1,2-dihydropyridine-3-carboxamide ClC1=C(C=CC=C1)S(=O)(=O)/C=C/CNC(=O)C=1C(NC=C(C1)C1=CC=CC=C1)=O